3-(2-(Dimethylamino)ethyl)quinolin-2(1H)-one trifluoroacetate FC(C(=O)O)(F)F.CN(CCC=1C(NC2=CC=CC=C2C1)=O)C